The molecule is an acyl-CoA oxoanion that is the pentaanion of (3S)-hydroxyhexadecanedioyl-CoA, arising from deprotonation of the phosphate, diphosphate and carboxylic acid functions; major species at pH 7.3. It is a conjugate base of a (3S)-hydroxyhexadecanedioyl-CoA. CC(C)(COP(=O)([O-])OP(=O)([O-])OC[C@@H]1[C@H]([C@H]([C@@H](O1)N2C=NC3=C(N=CN=C32)N)O)OP(=O)([O-])[O-])[C@H](C(=O)NCCC(=O)NCCSC(=O)C[C@H](CCCCCCCCCCCCC(=O)[O-])O)O